FN1C(NC=CC1=S)=S 3-fluoropyrimidine-2,4-dithione